4-cyclopropyl-3-[4-(dimethylamino)phenyl]-N-[2-(trifluoromethyl)pyridine-4-yl]-1,2-thiazole-5-carboxamide C1(CC1)C=1C(=NSC1C(=O)NC1=CC(=NC=C1)C(F)(F)F)C1=CC=C(C=C1)N(C)C